3,4,5,6-tetramethylbenzene CC=1C=CC(=C(C1C)C)C